ClC1=CC=C(C=C1)[C@H](C(=O)N1CCN([C@@H]2C[C@H]12)C=1C2=C(N=CN1)NC(C[C@H]2C)=O)CNC(C)C (R)-4-((1R,6S)-5-((S)-2-(4-chlorophenyl)-3-(isopropylamino)propionyl)-2,5-diazabicyclo[4.1.0]heptan-2-yl)-5-methyl-5,8-dihydropyrido[2,3-d]pyrimidin-7(6H)-one